CN(/C=C/C(C(=O)OCC)=O)C ethyl (3E)-4-(dimethylamino)-2-oxo-but-3-enoate